NC1=C(C=C(C=N1)C1=C2CN(C(C2=CC=C1)=O)CC(C(=O)N)=C)Cl 2-[[4-(6-amino-5-chloro-3-pyridyl)-1-oxo-isoindolin-2-yl]methyl]prop-2-enamide